NC1=NN2C(N=CC=C2)=C1C(=O)NC(C)C=1C=C(C=2N(C1C=1C=NC=CC1)C=NC2C)Cl 2-Amino-N-[1-(8-chloro-1-methyl-5-pyridin-3-ylimidazo[1,5-a]pyridin-6-yl)ethyl]pyrazolo[1,5-a]pyrimidine-3-carboxamide